CN1N=CC=2C1=NC(=CC2N2CC1=C(CC2)N(N=C1C)CC12CCC(CC1)(CC2)NC(CNCC)=O)C N-(4-((5-(1,6-dimethyl-1H-pyrazolo[3,4-b]pyridin-4-yl)-3-methyl-4,5,6,7-tetrahydro-1H-pyrazolo[4,3-c]pyridin-1-yl)methyl)bicyclo[2.2.2]octan-1-yl)-2-(ethylamino)acetamide